FC(C(=O)O)C=1CCN(CC1)C1=NC=C(C=N1)C(F)(F)F 2-fluoro-2-(1-(5-(trifluoromethyl)pyrimidin-2-yl)-1,2,3,6-tetrahydropyridin-4-yl)acetic acid